6-(difluoromethoxy)-5-fluoropyridine-3-carboxylic acid FC(OC1=C(C=C(C=N1)C(=O)O)F)F